ClC=1C=C(C=C(C1)OCC(C)C)C=1C=C2CC([C@H](C2=CC1F)NC(O[C@@H]1CN2CCC1CC2)=O)(C)C (S)-quinuclidin-3-yl ((R)-5-(3-chloro-5-isobutoxyphenyl)-6-fluoro-2,2-dimethyl-2,3-dihydro-1H-inden-1-yl)carbamate